C(#N)[C@H]1N([C@H]2C[C@H]2C1)C(CNC(=O)C1=CC=NC2=CC=C(C=C12)C(C)(C)F)=O N-(2-((1s,3s,5s)-3-cyano-2-azabicyclo[3.1.0]hex-2-yl)-2-oxoethyl)-6-(2-fluoroprop-2-yl)quinoline-4-carboxamide